C(C(O)CC(=O)O)(=O)O (3S,5S)-malic acid